ClC=1C=C(C=C(C1)Cl)NC(=O)C1(OCCS1)C(=O)OCC ethyl 2-[(3,5-dichlorophenyl) carbamoyl]-1,3-oxathiolane-2-carboxylate